4-{2-chloro-6-[(1-methylcyclopropyl)sulfamoyl]-3-[(1-methylpyrazol-4-yl)methyl]-4-oxoquinazolin-8-yl}-N,N-dimethylpiperazine-1-carboxamide ClC1=NC2=C(C=C(C=C2C(N1CC=1C=NN(C1)C)=O)S(NC1(CC1)C)(=O)=O)N1CCN(CC1)C(=O)N(C)C